C1(=CC=CC=C1)[N+]1=CSC2=C1CCCCC2 3-phenyl-5,6,7,8-tetrahydro-4H-cyclohepta[d]thiazol-3-ium